Tetradodecyl 3,3',3'',3'''-((((6-((2-(pyrrolidin-1-yl)ethyl)amino)-1,3,5-triazine-2,4-diyl)bis(oxy))bis(propane-3,1-diyl))bis(azanetriyl))tetrapropionate N1(CCCC1)CCNC1=NC(=NC(=N1)OCCCN(CCC(=O)OCCCCCCCCCCCC)CCC(=O)OCCCCCCCCCCCC)OCCCN(CCC(=O)OCCCCCCCCCCCC)CCC(=O)OCCCCCCCCCCCC